4-(azidomethyl)phenylboronic acid N(=[N+]=[N-])CC1=CC=C(C=C1)B(O)O